4-(phenylthio)phenyl-diphenyl-sulfonium C1(=CC=CC=C1)SC1=CC=C(C=C1)[S+](C1=CC=CC=C1)C1=CC=CC=C1